1,4-dimethylaminoanthracene CNC1=CC=C(C2=CC3=CC=CC=C3C=C12)NC